(2S,4S)-1-(2-ethyl-6-fluoro-3-(((1r,4S)-4-((tetrahydro-2H-pyran-4-yl)oxy)cyclohexyl)methyl)-1H-indole-1-carbonyl)-4-(4-fluorophenyl)-2-methylpiperidine-4-carboxylic acid C(C)C=1N(C2=CC(=CC=C2C1CC1CCC(CC1)OC1CCOCC1)F)C(=O)N1[C@H](C[C@](CC1)(C(=O)O)C1=CC=C(C=C1)F)C